CC=1NC(C=2SC(=C3OCCCC1C23)C2=CC=NC=C2)=O 5-methyl-1-(pyridin-4-yl)-4,6,7,8-tetrahydro-3H-9-oxa-2-thia-4-azabenzo[cd]azulen-3-one